N-(4-(2-methoxyethoxy)-2-(4-methyl-1H-imidazol-1-yl)quinolin-6-yl)oxetane-3-carboxamide COCCOC1=CC(=NC2=CC=C(C=C12)NC(=O)C1COC1)N1C=NC(=C1)C